2-(azetidin-3-yl)ethyl 6-[5-(6-methyl-2-pyridyl)-1H-pyrazol-4-yl]quinoline-3-carboxylate CC1=CC=CC(=N1)C1=C(C=NN1)C=1C=C2C=C(C=NC2=CC1)C(=O)OCCC1CNC1